Cl.CC=1C=C(C(=O)O)C=CC1 3-methylbenzoic acid hydrochloride